N[C@@H]1[C@@H](OCC12CCN(CC2)C=2C(NC(=CN2)SC2=C(C(=CC=C2)F)Cl)=O)C 3-((3S,4S)-4-Amino-3-methyl-2-oxa-8-azaspiro[4.5]decan-8-yl)-6-((2-chloro-3-fluorophenyl)thio)pyrazin-2(1H)-on